ClC1=C(C=CC=C1F)NC1=NC(=CC=C1C1=C(N=CO1)C(=O)OCC)C(F)(F)F Ethyl 5-(2-((2-Chloro-3-fluorophenyl)amino)-6-(trifluoromethyl)pyridin-3-yl)oxazole-4-carboxylate